tert-butyl (8-((2,4-dimethoxybenzyl)carbamoyl)-6-fluoro-5-(2-(trifluoromethyl)phenyl)-2,3,4,9-tetrahydro-1H-carbazole-3-yl)carbamate COC1=C(CNC(=O)C=2C=C(C(=C3C=4CC(CCC4NC23)NC(OC(C)(C)C)=O)C2=C(C=CC=C2)C(F)(F)F)F)C=CC(=C1)OC